OC1CN(CC1)C1=CC(N(C2=CC(=CC=C12)C(F)(F)F)C1=CC=CC=C1)=O 4-(3-hydroxypyrrolidin-1-yl)-1-phenyl-7-(trifluoromethyl)quinolin-2(1H)-one